methyl N-methyl-N-(methyl ((S)-1-((R)-1-tritylaziridine-2-carbonyl) pyrrolidin-3-yl) carbamoyl)-L-valinate CN([C@@H](C(C)C)C(=O)OC)C(N([C@@H]1CN(CC1)C(=O)C1[N@@](C1)C(C1=CC=CC=C1)(C1=CC=CC=C1)C1=CC=CC=C1)C)=O